2-(methylthio)pyridin-4(1H)-one CSC=1NC=CC(C1)=O